ClC1=CC(=C(C=C1)C=1C(=CC2=C(N(C=N2)C2=CC=CC=C2)C1)O)F 6-(4-chloro-2-fluorophenyl)-1-phenyl-1H-benzo[d]imidazol-5-ol